C(C1=CC=CC=C1)C(CCCN)(N)CC1=CC=CC=C1 Dibenzylbutane-1,4-diamine